COC=1C=C(C=CC1NCC#C)C(=O)N1CCOCC1 (3-methoxy-4-(prop-2-yn-1-ylamino)phenyl)(morpholino)methanone